NC1=C(C#N)C=C(C=C1Cl)CCO 2-Amino-3-chloro-5-(2-hydroxyethyl)benzonitrile